ClC=1SC(=CN1)C[N+]1=C2N(C(C(=C1)C1=C(N(C3=CC=CC=C13)C)C)=O)C=CC=C2 1-((2-chlorothiazol-5-yl)methyl)-3-(1,2-dimethyl-1H-indol-3-yl)-4-oxo-4H-pyrido[1,2-a]pyrimidinium